((4-nitrobenzyl)sulfonyl)benzoate [N+](=O)([O-])C1=CC=C(CS(=O)(=O)C2=C(C(=O)[O-])C=CC=C2)C=C1